Cl.FC1=CC=C(C=C1)C1(CNC1)NC(=O)C1=NN2C(C(NC(=C2)C2=CC(=C(C=C2)C)C)=O)=C1 N-[3-(4-fluorophenyl)azetidin-3-yl]-6-(3,4-dimethylphenyl)-4-oxo-4,5-dihydropyrazolo[1,5-a]pyrazine-2-carboxamide hydrochloride